(4-propenylpiperazin-1-yl)-8-((5-chloro-6-fluoro-1H-indazol-4-yl)oxy)-2-((2-methylisoindol-4-yl)oxy)quinoline-3-carbonitrile C(=CC)N1CCN(CC1)C1=C(C(=NC2=C(C=CC=C12)OC1=C2C=NNC2=CC(=C1Cl)F)OC=1C2=CN(C=C2C=CC1)C)C#N